5-tert-butyl-N-{2-[2-(1,3,5-trimethyl-1H-pyrazol-4-yl)-3H-imidazo[4,5-b]pyridin-7-yl]-6,7,8,9-tetrahydro-5H-benzo[7]annulen-5-yl}-1,2-oxazole-3-carboxamide C(C)(C)(C)C1=CC(=NO1)C(=O)NC1CCCCC2=C1C=CC(=C2)C2=C1C(=NC=C2)NC(=N1)C=1C(=NN(C1C)C)C